4-[4-(6-chloro-9-methylsulfonyloxy-1,5-dihydro-3H-2,4-benzodioxepin-3-yl)-2-thiazolyl]-1-[2-(2,5-dimethylphenyl)acetyl]piperidine ClC1=CC=C(C=2COC(OCC21)C=2N=C(SC2)C2CCN(CC2)C(CC2=C(C=CC(=C2)C)C)=O)OS(=O)(=O)C